C(C)N(CC)C1=C(C(OC2=CC=CC=C12)=O)C=O (diethylamino)coumarin-3-formaldehyde